C1(=CC[C@@H](CC1)C(=C)C)C (R)-p-Mentha-1,8-diene